2-(4-(ethylamino)butyl)-3-neopentylquinazolin-4(3H)-one bis-hydrochloride salt Cl.Cl.C(C)NCCCCC1=NC2=CC=CC=C2C(N1CC(C)(C)C)=O